3'-aminomethyluridine NC[C@@]1([C@H]([C@@H](O[C@@H]1CO)N1C(=O)NC(=O)C=C1)O)O